OCC1S(CC=C1C)(=O)=O 2-(hydroxymethyl)-3-methyl-2,5-dihydrothiophene 1,1-dioxide